D-4-amino-5-methyl-1-(tetrahydro-2H-pyran-2-yl)-1H-pyrazole-3-carboxylic acid ethyl ester C(C)OC(=O)C1=NN(C(=C1N)C)C1OCCCC1